COC1=CC2=C(N(N=N2)C=2C=C3CCN(CC3=CC2)S(=O)(=O)N)C=C1 6-(5-methoxy-1H-benzo[d][1,2,3]triazol-1-yl)-3,4-dihydroisoquinoline-2(1H)sulfonamide